C(C1=CC=CC=C1)OC=1C=CC2=C(CN(S(O2)(=O)=O)CC2=C(C=CC(=C2)B2OC(C(O2)(C)C)(C)C)C)C1Cl 6-(benzyloxy)-5-chloro-3-{[2-methyl-5-(4,4,5,5-tetramethyl-1,3,2-dioxaborolan-2-yl)phenyl]methyl}-3,4-dihydro-2H-1,2λ6,3-benzoxathiazine-2,2-dione